[S].C=CCCCC hexene sulfur